2,3-dimethyl-6-(2-(1-methyl-1H-pyrazol-4-yl)morpholino)-8-(1,4-dioxaspiro[4.5]decan-8-yl)pyrimido[5,4-d]pyrimidin-4(3H)-one CC=1N(C(C2=C(N1)C(=NC(=N2)N2CC(OCC2)C=2C=NN(C2)C)C2CCC1(OCCO1)CC2)=O)C